methyl-d2-amine C([2H])([2H])N